4-methyl-3-(2-oxiranyl)-benzoic acid methyl ester COC(C1=CC(=C(C=C1)C)C1OC1)=O